C1(=CC=CC2=C(C(=CC=C12)C(=O)O)C(=O)O)C(=O)O 1,5,6-naphthalenetricarboxylic acid